CC=1C=CC=2N(C1C)N=CC2C2=NC(C(C1=C(C=CC=C21)F)(F)F)(C)C 1-(6,7-dimethylpyrazolo[1,5-a]Pyridin-3-yl)-4,4,5-trifluoro-3,3-dimethyl-isoquinoline